2-fluoro-2-methyl-3-(3-(((trifluoromethyl) sulfonyl)oxy)phenyl)propanoate FC(C(=O)[O-])(CC1=CC(=CC=C1)OS(=O)(=O)C(F)(F)F)C